(γ-methacryloxypropyl)tris(methoxyethoxy)silane C(C(=C)C)(=O)OCCC[Si](OCCOC)(OCCOC)OCCOC